methyl (R)-2-(((S)-3-amino-4-oxo-4-(piperazin-1-yl)butyl)thio)-2-(4-phenoxyphenyl)acetate dihydrochloride Cl.Cl.N[C@@H](CCS[C@@H](C(=O)OC)C1=CC=C(C=C1)OC1=CC=CC=C1)C(N1CCNCC1)=O